Chloronicotinate ClC1=C(C(=O)[O-])C=CC=N1